2-phenyl-2-(N-phenyl)aminoethanol C1(=CC=CC=C1)C(CO)NC1=CC=CC=C1